CN1C(C2=C(C=C1)C=C(S2)C(=O)N2CCCCC2)=O 6-methyl-2-(piperidine-1-carbonyl)thieno[2,3-c]pyridin-7(6H)-one